ClC1=CC(=C(C=C1)N1N=C(C(C1(C(=O)NCC1CN(CCO1)C)C)C=1OC(=CC1)Cl)C1=CC=C(C=C1)F)F 1-(4-chloro-2-fluorophenyl)-4-(5-chlorofuran-2-yl)-3-(4-fluorophenyl)-5-methyl-N-((4-methylmorpholin-2-yl)methyl)-4,5-dihydro-1H-pyrazole-5-carboxamide